(S)-5-ethyl-4-(6-(2-methyl-1H-pyrrolo[3,2-b]pyridin-5-yl)-4-(4-(methylsulfonyl)tetrahydro-2H-pyran-4-yl)pyridin-2-yl)morpholin-3-one C(C)[C@H]1COCC(N1C1=NC(=CC(=C1)C1(CCOCC1)S(=O)(=O)C)C1=CC=C2C(=N1)C=C(N2)C)=O